C1(CC1)NC1=NC=C(C=C1N)[N+](=O)[O-] N2-cyclopropyl-5-nitropyridine-2,3-diamine